1-hydroxyethylidenediphosphonic acid OC(C)(P(O)(O)=O)P(O)(O)=O